Cl.S1C(=NC2=C1C=CC=C2)C([C@H](C[C@H]2C(NCC2)=O)NC(=O)[C@@H]2[C@H]1C([C@H]1CN2C([C@@H](N)C(C)C)=O)(C)C)=O (1R,2S,5S)-N-{(2S)-1-(1,3-benzothiazol-2-yl)-1-oxo-3-[(3S)-2-oxopyrrolidin-3-yl]propan-2-yl}-6,6-dimethyl-3-L-valyl-3-azabicyclo[3.1.0]hexane-2-carboxamide, hydrochloride salt